bromo(trimethylsilane) Br[Si](C)(C)C